lithium difluoro (dioxalate) phosphate P(=O)([O-])(O)O.C(C(=O)O)(=O)OF.C(C(=O)O)(=O)OF.[Li+]